2-methyl-2,3-dihydrobenzofuran-7-carboxylic acid CC1OC2=C(C1)C=CC=C2C(=O)O